ClC1=C(C(=CC=C1)Cl)C1=NOC(=N1)C=1C(=NC=C(C1)C=1C=NN(C1)C1CCN(CC1)C)N 3-(3-(2,6-dichlorophenyl)-1,2,4-oxadiazol-5-yl)-5-(1-(1-methylpiperidin-4-yl)-1H-pyrazol-4-yl)pyridin-2-amine